OC1C(OC2=CC(=CC(=C2C1=O)O)O)C1=CC(=C(C=C1)O)O 3,3',4',5,7-pentahydroxy-flavanone